deoxycytidine 5'-triphosphate sodium salt [Na+].P([O-])(=O)(OP(=O)([O-])OP(=O)([O-])[O-])OC[C@@H]1[C@H](C[C@@H](O1)N1C(=O)N=C(N)C=C1)O.[Na+].[Na+].[Na+]